ClCOC(=O)C1CC(CCC1)OC 3-Methoxycyclohexanecarboxylic acid chloromethyl ester